BrC1=CC(=C(C(=O)OCC)C=C1)C(C(C)C)=O ethyl 4-bromo-2-isobutyrylbenzoate